COC(CN1CCCCC1)=C 1-(2-methoxyallyl)piperidine